(4S)-4-(1-Methylethyl)-1-cyclohexene CC(C)[C@@H]1CC=CCC1